CN1CCN(CC1)C=1C=CC2=C([C@@H]3N(CC[C@H]2C3)C(=O)OCC3=CC=CC=C3)C1 benzyl (1R,5S)-8-(4-methylpiperazin-1-yl)-1,3,4,5-tetrahydro-2H-1,5-methanobenzo[c]azepine-2-carboxylate